C(C)(C)(C)OC(=O)C1CNCCC1 tert-butylpiperidin-3-ylcarboxylate